C(CCC)NCCS(=O)(=O)O N-butyltaurin